4-(8-(3,8-diazabicyclo[3.2.1]octan-3-yl)-6-(((2R,7aS)-2-fluorotetrahydro-1H-pyrrolizin-7a(5H)-yl)methoxy)pyrimido[5,4-c]pyridazin-3-yl)-5-ethyl-6-fluoronaphthalen-2-ol C12CN(CC(CC1)N2)C2=NC(=NC1=C2N=NC(=C1)C1=CC(=CC2=CC=C(C(=C12)CC)F)O)OC[C@]12CCCN2C[C@@H](C1)F